ClC1=CC(=NC=C1Cl)N1CCN(CC1)CC=1C=C2C(N(C(C2=CC1)=O)C1C(NC(CC1)=O)=O)=O 5-((4-(4,5-dichloropyridin-2-yl)piperazin-1-yl)methyl)-2-(2,6-dioxopiperidin-3-yl)isoindoline-1,3-dione